tert-butyl-3-(2-((4-chlorophenyl)amino)-2-oxoethyl)pyrrolidine C(C)(C)(C)N1CC(CC1)CC(=O)NC1=CC=C(C=C1)Cl